C1(CC1)NC(=S)NC=1C(=NN2C1N=C(C=C2)N2[C@H](C[C@@H](C2)F)C2=C(C=CC(=C2)F)F)F 1-cyclopropyl-3-(5-((2R,4S)-2-(2,5-difluorophenyl)-4-fluoropyrrolidin-1-yl)-2-fluoropyrazolo[1,5-a]pyrimidin-3-yl)thiourea